C(CCC)S(=O)(=O)CC(=O)C1=CC=CC=C1 2-(Butanesulfonyl)acetophenone